1-(4-methoxy-2-nitrophenoxy)naphthaleneEthanol COC1=CC(=C(OC2(CC=CC3=CC=CC=C23)CCO)C=C1)[N+](=O)[O-]